NC(C)C1=CC=CN2C(C=C(C=C12)C1=CC=CC=C1)=O 9-(1-aminoethyl)-2-phenyl-4H-quinolizin-4-one